(5-methoxypyridin-3-yl)propionic acid COC=1C=C(C=NC1)C(C(=O)O)C